N1=C(C=NC=C1)C1=CC(=NC=C1)N 4-(pyrazin-2-yl)pyridin-2-amine